N-(2-((1r,4r)-4-aminocyclohexyl)-6-methoxy-2H-indazol-5-yl)-6-(trifluoromethyl)picolinamide NC1CCC(CC1)N1N=C2C=C(C(=CC2=C1)NC(C1=NC(=CC=C1)C(F)(F)F)=O)OC